C1(=CC=CC=C1)O.C[N+](C)(C)C tetramethylammonium phenol salt